(R)-3-methyl-4-(9-(methylsulfonyl)-3-(1H-pyrazol-3-yl)-3H-pyrazolo[3,4-c]isoquinolin-5-yl)morpholine trifluoroacetate FC(C(=O)O)(F)F.C[C@H]1N(CCOC1)C1=NC2=C(C=3C(=CC=CC13)S(=O)(=O)C)C=NN2C2=NNC=C2